(S)-5-bromo-3-hydroxy-2,3-dihydrospiro[indene-1,4'-piperidine]-1'-carboxylic acid tert-butyl ester C(C)(C)(C)OC(=O)N1CCC2(CC1)C[C@@H](C1=CC(=CC=C12)Br)O